OC1=C2CCC(C2=CC=C1C)=O 4-hydroxy-5-methyl-2,3-dihydro-1H-inden-1-one